C1(CC1)COC1=C(C=CC(=N1)C(=O)N[C@H](COCCC([2H])([2H])F)CC(C)C)N1CC(C1)OC 6-(cyclopropylmethoxy)-N-[(2S)-1-{[3-fluoro(3,3-dideuterio)propyl]oxy}-4-methylpentan-2-yl]-5-(3-methoxyazetidin-1-yl)pyridine-2-carboxamide